OC12C[C@H]3C([C@H](CC(C1)C3)C2)NC2=C3C(=NC=C2C(=O)N)NC=C3 4-{[(1R,2S,3S,5S,7S)-5-hydroxyadamantan-2-yl]amino}-1H-pyrrolo[2,3-b]pyridine-5-amide